cinnoline formate C(=O)O.N1=NC=CC2=CC=CC=C12